(R)-3-(1-((6-(1-acetyl-4-hydroxy-piperidine-4-yl)-7-methoxy-2-methylquinazoline-4-yl)amino)ethyl)-2-methylbenzonitrile C(C)(=O)N1CCC(CC1)(O)C=1C=C2C(=NC(=NC2=CC1OC)C)N[C@H](C)C=1C(=C(C#N)C=CC1)C